C(=O)O.NC1=NC=CC(=C1)C1=C(C=2C(NC(CC2N1)(C)C)=O)C1=CC=C(C=C1)Cl 2-(2-Aminopyridin-4-yl)-3-(4-chlorophenyl)-6,6-dimethyl-1,5,6,7-tetrahydro-4H-pyrrolo[3,2-c]-pyridin-4-one formic acid salt